(1,3-dimethyl-1H-pyrazol-4-yl)-1,3-dihydro-2H-pyrrolo[2,3-C]pyridin-2-one CN1N=C(C(=C1)N1C(CC=2C1=CN=CC2)=O)C